C(C=C)(=O)OCCNC(=O)OC1=C(C2=CC=CC=C2C=C1)C1=C(C=CC2=CC=CC=C12)OC(NC1=CC=C(C=C1)SC)=O 2-[({[2'-({[4-(Methylsulfanyl)phenyl]carbamoyl}oxy)-1,1'-binaphthyl-2-yl]oxy}carbonyl)amino]ethyl acrylat